C(C)(C)(C)OC(=O)N1CCC(CC1)C1=NC(=CC=C1)OCC1=C(C=C(C=C1)C#N)F tert-butyl-4-(6-((4-cyano-2-fluorobenzyl)oxy)pyridin-2-yl)piperidine-1-carboxylate